(1-Aminocyclobutyl)[2-{(2E)-2-[(3-methylphenyl)methylidene]hydrazinyl}-4-(morpholin-4-yl)-5,7-dihydro-6H-pyrrolo[3,4-d]pyrimidin-6-yl]methanone NC1(CCC1)C(=O)N1CC=2N=C(N=C(C2C1)N1CCOCC1)N/N=C/C1=CC(=CC=C1)C